CN(CCCOC1=CC=C(C=N1)C1=C(C=C2N=CC=3N(C(N4C3C2=C1OCC41CC1)=O)C)F)C 7-(6-(3-(dimethylamino)propoxy)pyridin-3-yl)-6-fluoro-2-methyl-2,9-Dihydro-1H-spiro[8-oxa-2,4,10a-triazanaphtho[2,1,8-cde]azulene-10,1'-cyclopropane]-1-one